NC1=NC=CC(=N1)C1=CC=C(C=C1)NC(C1=C(C=CC=C1)OC)=O N-(4-(2-aminopyrimidin-4-yl)phenyl)-2-methoxybenzamide